CN(C(C#CCO[Si](C)(C)C(C)(C)C)=O)C N,N-dimethyl-4-[(tert-butyl)bis(methyl)siloxy]-2-butynamide